C(#N)COC(COC(=O)C1(CC1)OC1=C(C=C(C(=C1)N1C(N(C(=CC1=O)C(F)(F)F)C)=O)F)[N+](=O)[O-])=O 2-(Cyanomethoxy)-2-oxoethyl-1-{4-fluoro-5-[3-methyl-2,6-dioxo-4-(trifluoromethyl)-3,6-dihydropyrimidin-1(2H)-yl]-2-nitrophenoxy}cyclopropancarboxylat